(±)-2-((2,2-Dimethyl-2,3-dihydrobenzofuran-7-yl)oxy)-3-phenyl-N-(4,5,6,7-tetrahydrobenzo[d]thiazol-2-yl)propanamide CC1(OC2=C(C1)C=CC=C2O[C@@H](C(=O)NC=2SC1=C(N2)CCCC1)CC1=CC=CC=C1)C |r|